N-(4-(cyanomethyl)phenyl)-2-isopropyl-5,5-dimethylcyclohexane-carboxamide C(#N)CC1=CC=C(C=C1)NC(=O)C1C(CCC(C1)(C)C)C(C)C